[N+](=O)([O-])NN1N=C(N=C1C=1N(N=C(N1)[N+](=O)[O-])N[N+](=O)[O-])[N+](=O)[O-] 2,2'-dinitroamino-5,5'-dinitro-3,3'-bi-1,2,4-triazole